2-(5,8-dichloro-3,4-dihydropyrido[2,3-d]pyridazin-1(2H)-yl)ethyl 4-methylbenzenesulfonate CC1=CC=C(C=C1)S(=O)(=O)OCCN1CCCC=2C1=C(N=NC2Cl)Cl